2-hydroxypropane-1,3-diylbis(4-cyclohexylbutyrate) OC(CC(C(=O)[O-])CCC1CCCCC1)CC(C(=O)[O-])CCC1CCCCC1